C1(=CC=CC=C1)NC=1OC(=CN1)C1=CC=CC=C1 N,5-diphenyl-1,3-oxazol-2-amine